C(C)(C)(C)OC(=O)N(CC(=O)O)C1CN(C=2N(C1)N=CC2)C2=CC=C(C=C2)C(F)(F)F N-(tert-butoxycarbonyl)-N-(4-(4-(trifluoromethyl)phenyl)-4,5,6,7-tetrahydropyrazolo[1,5-a]pyrimidin-6-yl)glycine